Glycerolide [O-]CC(O)CO